N1N=NN=C1C1=CC=C(C=N1)[C@@H]1CC2(CC(C2)(F)F)CCN1CC1=C2C=CNC2=C(C=C1OC)C |r| Racemic-(SR)-6-(6-(1H-tetrazol-5-yl)pyridin-3-yl)-2,2-difluoro-7-((5-methoxy-7-methyl-1H-indol-4-yl)methyl)-7-azaspiro[3.5]nonane